3-(8-(4-(3-(((3s,5s,7s)-adamantan-1-yl)amino)propyl)piperazin-1-yl)-2-methyl-4-oxoquinazolin-3(4H)-yl)piperidine-2,6-dione C12(CC3CC(CC(C1)C3)C2)NCCCN2CCN(CC2)C=2C=CC=C3C(N(C(=NC23)C)C2C(NC(CC2)=O)=O)=O